tert-Butyl 2-(2-bromophenyl)morpholine-4-carboxylate BrC1=C(C=CC=C1)C1CN(CCO1)C(=O)OC(C)(C)C